OCC(COC(C(C)(C)C)=O)(C)C 2,2-dimethylpropionic acid (3-hydroxy-2,2-dimethyl-propyl) ester